1-(((R)-2-hydroxypropanoyl)oxy)ethyl (2S)-2-(2-(benzofuran-6-carbonyl)-5,7-dichloro-1,2,3,4-tetrahydroisoquinoline-6-carboxamido)-3-(3-(methylsulfonyl)phenyl)propanoate O1C=CC2=C1C=C(C=C2)C(=O)N2CC1=CC(=C(C(=C1CC2)Cl)C(=O)N[C@H](C(=O)OC(C)OC([C@@H](C)O)=O)CC2=CC(=CC=C2)S(=O)(=O)C)Cl